4-{4-[Methoxy(methyl)carbamoyl]-1,3-oxazol-2-yl}piperazine-1-carboxylic acid tert-butyl ester C(C)(C)(C)OC(=O)N1CCN(CC1)C=1OC=C(N1)C(N(C)OC)=O